FC(C1=NN=C2N1N=C(CC2)N2CCC(CC2)C2=CC=C(C=C2)C#CC2CCN(CC2)C2CCN(CC2)C(CC)=O)(F)F 1-(4-((4-(1-(3-(trifluoromethyl)-7,8-dihydro-[1,2,4]triazolo[4,3-b]pyridazin-6-yl)piperidin-4-yl)phenyl)ethynyl)-[1,4'-bipiperidin]-1'-yl)propan-1-one